CC(CCCCCCCCC(=O)OC)CCCCCC 10-Methyl-Hexadecanoic Acid, Methyl Ester